tert-Butyl 4-[2-chloro-3-(trifluoromethyl)phenoxy]piperidine-1-carboxylate ClC1=C(OC2CCN(CC2)C(=O)OC(C)(C)C)C=CC=C1C(F)(F)F